NC1=NC=C(C=C1O[C@@H](C)C=1C=C(C=CC1)NC(C1=CN=CC(=C1)Cl)=O)Cl (S)-N-(3-(1-((2-amino-5-chloropyridin-3-yl)oxy)ethyl)phenyl)-5-chloronicotinamide